C1(=CC=CC=C1)C1=NC(=NC(=N1)C1=CC=CC=C1)C1=C(C=C(C=C1)OC)O 2-(4,6-diphenyl-1,3,5-triazin-2-yl)-5-methoxyphenol